3-fluoro-2-(4-fluorophenyl)-6-(2-vinyl-tetrahydrofuran-2-yl)pyridine FC=1C(=NC(=CC1)C1(OCCC1)C=C)C1=CC=C(C=C1)F